N-(2-(1-(trifluoromethyl)-1H-pyrazol-4-yl)-4H,10H-benzo[f]pyrazolo[5,1-c][1,4]oxazepin-7-yl)acetamide FC(N1N=CC(=C1)C1=NN2C(COC3=C(C2)C=CC(=C3)NC(C)=O)=C1)(F)F